BrC1=CC=CC(=N1)NC(CN(C(CN1N=C(C2=CC=CC=C12)C(=O)N)=O)[C@@H](CO)C)=O (R)-1-(2-((2-((6-bromopyridin-2-yl)amino)-2-oxoethyl)(1-hydroxypropan-2-yl)amino)-2-oxoethyl)-1H-indazole-3-carboxamide